IC1=C(C(=C(C=2C3(C4=CC=CC=C4OC12)OCC1=C3C=CC=C1)I)I)I tetraiodo-3H-spiro[[2]benzofuran-1,9'-xanthen]